BrC=1C(=NC(=CC1)C=1N=NN(C1COC1=NN(N=C1)CC1CC1)C)CC 3-bromo-6-(5-(((2-(cyclopropylmethyl)-2H-1,2,3-triazol-4-yl)oxy)methyl)-1-methyl-1H-1,2,3-triazol-4-yl)-2-ethylpyridine